ClC=1N=CC=C2C1NN=C2C2=C(C(=CC=C2)Cl)Cl 7-chloro-3-(2,3-dichlorophenyl)-1H-pyrazolo[3,4-c]pyridine